BrC1=CC=C(C2=C1OC(O2)(F)F)C(=O)NC=2C=C(C=1N(C2)C=C(N1)C)F 7-bromo-2,2-difluoro-N-(8-fluoro-2-methylimidazo[1,2-a]pyridin-6-yl)-1,3-benzodioxole-4-carboxamide